(R)-N-((R)-2,2-Dimethyl-1-(pyridin-2-yl)propyl)-3,3,3-trifluoro-2-methoxy-2-phenylpropanamide CC([C@H](C1=NC=CC=C1)NC([C@@](C(F)(F)F)(C1=CC=CC=C1)OC)=O)(C)C